C(C1=CC=CC=C1)N1CCC2(CC1)C(C=1C(=NC(=CC1)C)C2)=O benzyl-2-methylspiro[cyclopenta[b]pyridine-6,4'-piperidin]-5(7H)-one